ClC1=C(C=CC=C1NC(=O)C=1N(C2=C(CN(CC2)C)N1)C)C1=C(C(=CC=C1)NC(C1=NC=C(C(=C1)OC)CN1C(C=NC=C1)=C=O)=O)C N-(2-Chloro-3'-(4-methoxy-5-((2-carbonylpyrazin-1(2H)-yl)methyl)picolinamido)-2'-methyl-[1,1'-biphenyl]-3-yl)-1,5-dimethyl-4,5,6,7-tetrahydro-1H-imidazo[4,5-c]pyridine-2-carboxamide